2,4-Dichloro-5,7-dihydrofuro[3,4-d]pyrimidine ClC=1N=C(C2=C(N1)COC2)Cl